N-(4-((2',5'-dimethyl-5'H-spiro[cyclopropane-1,4'-[1,2,4]triazolo[1,5-a]quinoxalin]-6'-yl)amino)-5-(propanoyl-3,3,3-d3)pyridin-2-yl)cyclopropanecarboxamide CC1=NN2C(C3(N(C4=C(C=CC=C24)NC2=CC(=NC=C2C(CC([2H])([2H])[2H])=O)NC(=O)C2CC2)C)CC3)=N1